OB1OC(C2=C1C=C(C=C2)C(=O)N[C@H](C(=O)N[C@@H](CCC(=O)O)C(=O)O)CNC(=O)C=2C=CC1=C(B(OC1(C)C)O)C2)(C)C ((S)-2,3-bis(1-hydroxy-3,3-dimethyl-1,3-dihydrobenzo[c][1,2]oxaborole-6-carboxamido)propanoyl)-L-glutamic acid